C(N)(OC1=C(C(=CC(=C1)N1CCN(CC1)CC)C(C)(C)C)N)=O (tert-butyl 2-amino-5-(4-ethylpiperazin-1-yl) phenyl) carbamate